biscyclopentadienyl-bis(2,6-difluorobenzene-1-yl)titanium C1(C=CC=C1)[Ti](C1=C(C=CC=C1F)F)(C1=C(C=CC=C1F)F)C1C=CC=C1